C[Si](CC(CO)O)(C)C 3-(trimethylsilyl)-1,2-propylene glycol